C(C)(C)(C)OC(=O)N1CCC(CC1)NC1=NC(=NC=C1C(=O)O)NCCCC 4-((1-(tert-Butoxycarbonyl)piperidin-4-yl)amino)-2-(butylamino)pyrimidine-5-carboxylic acid